2-(7-(4-chlorophenyl)-2-(ethylthio)pyrazolo[1,5-a]pyrimidin-3-yl)-5-((trifluoromethyl)thio)benzo[d]oxazole ClC1=CC=C(C=C1)C1=CC=NC=2N1N=C(C2C=2OC1=C(N2)C=C(C=C1)SC(F)(F)F)SCC